The molecule is a differentiation-inducing factor that is pentaphenone bearing two chloro substituents at positions 3 and 5, two hydroxy substituents at positions 2 and 6 as well as a single methoxy substituent at position 4. A secreted, chlorinated molecule that controls cell fate during development of Dictyostelium cells. It has a role as a eukaryotic metabolite and a signalling molecule. It is a dichlorobenzene, a differentiation-inducing factor, a monomethoxybenzene and a member of resorcinols. CCCCC(=O)C1=C(C(=C(C(=C1O)Cl)OC)Cl)O